CC=1N=CSC1C1=CC=C(C=C1)CNC1CCCC1 N-[[4-(4-methylthiazol-5-yl)phenyl]methyl]cyclopentaneamine